lithium ortho-silicate [Si]([O-])([O-])([O-])[O-].[Li+].[Li+].[Li+].[Li+]